4-(4,6-dimethoxy-1,3,5-triazin-2-yl)-4-methyl-morpholinium tetrafluoroborate F[B-](F)(F)F.COC1=NC(=NC(=N1)OC)[N+]1(CCOCC1)C